N-(3-(6-amino-5-(2-(methylamino)ethoxy)pyrimidin-4-yl)-5-fluoro-2-methylphenyl)-5-fluoro-3,3-dimethyl-2,3-dihydrobenzofuran-6-carboxamide NC1=C(C(=NC=N1)C=1C(=C(C=C(C1)F)NC(=O)C1=CC2=C(C(CO2)(C)C)C=C1F)C)OCCNC